C(C)(C)(C)C1=C(C=CC(=C1)C(=O)O)C1=CC(=C(C=C1)OCCO)C1=CC=C(C=C1)N1CCCC1 tert-butyl-4'-(2-hydroxyethoxy)-4''-pyrrolidin-1-yl-[1,1':3',1'']Terphenyl-4-carboxylic acid